α-(hydroxymethyl)acrylic acid OCC(C(=O)O)=C